O1C=CC=C1 FURAN